BrC=1C=C2CC(C(C2=CC1)NC(O[C@@H]1CN2CCC1CC2)=O)(C)C (S)-quinuclidin-3-yl (5-bromo-2,2-dimethyl-2,3-dihydro-1H-inden-1-yl)carbamate